4-chlorothiazolo[5,4-c]pyridine ClC1=NC=CC2=C1SC=N2